C(#N)C(C)OC(=O)C1(N=C(C(=N1)C(=O)[O-])C(=O)[O-])C1=CC=CC=C1 1-cyanoethyl-2-phenylimidazoletricarboxylate